(R,R and S,S)-tert-butyl 3-hydroxy-4-(5-methyl-1-(1-methyl-1H-pyrazol-4-yl)-1H-indazol-6-yl)piperidine-1-carboxylate O[C@H]1CN(CC[C@@H]1C1=C(C=C2C=NN(C2=C1)C=1C=NN(C1)C)C)C(=O)OC(C)(C)C |&1:6|